(7-amino-2-(1-methylpiperidin-4-yl)-4-oxo-4H-chromen-8-yl)sulfamic acid NC1=CC=C2C(C=C(OC2=C1NS(O)(=O)=O)C1CCN(CC1)C)=O